FC=1C=CC(=NC1)C1=NN2C(COC(C2)(C)C)=C1C1=CC(=NC=C1)NC(C(C)C)=O N-(4-(2-(5-Fluoropyridin-2-yl)-6,6-dimethyl-6,7-dihydro-4H-pyrazolo[5,1-c][1,4]oxazin-3-yl)pyridin-2-yl)isobutyramide